C(C)(C)C1=C(C(=CC=C1)C(C)C)[Si](COCC)(COCC)C1=C(C=CC=C1C(C)C)C(C)C bis(2,6-diisopropylphenyl)bis(ethoxymethyl)silane